methyl 3-(3-{[6-(4-bromobutoxy)-2,2-dioxo-2H-1,2λ6,3-benzoxathiazin-3(4H)-yl]methyl}-4-methylphenyl)-3-[(tert-butoxycarbonyl)amino]propanoate BrCCCCOC=1C=CC2=C(CN(S(O2)(=O)=O)CC=2C=C(C=CC2C)C(CC(=O)OC)NC(=O)OC(C)(C)C)C1